tert-butyl N-methyl-N-[(1S)-1-methyl-2-[2-[methyl-[2-methyl-6-[[5-(4-pyridyl)thiazol-2-yl]amino]pyrimidin-4-yl]amino]ethyl amino]-2-oxo-ethyl]carbamate CN(C(OC(C)(C)C)=O)[C@H](C(=O)NCCN(C1=NC(=NC(=C1)NC=1SC(=CN1)C1=CC=NC=C1)C)C)C